COC(=O)[C@H](C(=O)N[C@@H](CC1=CC=C(C=C1)NS(O)(=O)=O)C=1SC=C(N1)C)CC1=CC=CC=C1 4-{(S)-2-[(S)-2-(Methoxycarbonyl)-3-phenylpropanamido]-2-(4-methylthiazol-2-yl)ethyl}phenylsulfamic acid